C(C)N1N=C(C(=C1)C=1C(=C(C=CC1I)O)F)C(F)(F)F 3-(1-ethyl-3-(trifluoromethyl)-1H-pyrazol-4-yl)-2-fluoro-4-iodophenol